ClC1=C(C(=CC=C1Cl)O)[C@H]1C[C@@H]2N(C[C@H](NC2=O)CO)CC1.[C].[Mg].[La] lanthanum-magnesium carbon (3S,8R,9aS)-8-(2,3-dichloro-6-hydroxyphenyl)-3-(hydroxymethyl)-octahydropyrido[1,2-a]pyrazin-1-one